3-(2-bromoethyl)-6-propylbenzo[d]thiazol-2(3H)-one BrCCN1C(SC2=C1C=CC(=C2)CCC)=O